C(C1=CC=CC=C1)N1CC2(C(C2C1)CO)C(C)C (3-benzyl-1-isopropyl-3-azabicyclo[3.1.0]hexane-6-yl)methanol